ClC=1C=C2C(=NC(=NC2=C(C1C1=CC=C(C2=C1N=C(S2)N)F)F)OC[C@H]2N(CCC2)C)N2CC(CCCC2)(F)F 4-(6-chloro-4-(3,3-difluoro-azepan-1-yl)-8-fluoro-2-(((S)-1-methylpyrrolidin-2-yl)methoxy)quinazolin-7-yl)-7-fluorobenzo[d]thiazol-2-amine